(2S)-2-amino-5-oxo-5-[[(2S,3R,4R,5R)-2,3,4,5,6-pentahydroxyhexyl]amino]pentanoic Acid N[C@H](C(=O)O)CCC(NC[C@@H]([C@H]([C@@H]([C@@H](CO)O)O)O)O)=O